((3'-methyl-4-pentyl-[1,1'-biphenyl]-2,6-diyl)bis(oxy))bis(methylene) bis(2-ethylbutanoate) C(C)C(C(=O)OCOC1=CC(=CC(=C1C1=CC(=CC=C1)C)OCOC(C(CC)CC)=O)CCCCC)CC